7-methoxy-3,7-dimethyloctan-1-carbaldehyde COC(CCCC(CCC=O)C)(C)C